3-fluoro-4-(thiophen-2-yl)benzaldehyde FC=1C=C(C=O)C=CC1C=1SC=CC1